FC1=C(C=CC=C1)NC(=O)C1C(N(CC1C1=CC=C(C=C1)C(F)(F)F)C)=O N-(2-fluorophenyl)-1-methyl-2-oxo-4-[4-(trifluoromethyl)phenyl]-3-pyrrolidinecarboxamide